C(C)(C)(C)OC(N[C@H](CNC(=O)C=1NC2=CC(=CC=C2C1)C1=CC=C(C=C1)F)CCC(C)NC(OC(C)(C)C)=O)=O ((2S)-1-(6-(4-fluorophenyl)-1H-indole-2-carboxamido)hexane-2,5-diyl)dicarbamic acid di-tert-butyl ester